ethyl 2-(4-methoxy-2,6-dimethylphenyl)-2-oxoacetate COC1=CC(=C(C(=C1)C)C(C(=O)OCC)=O)C